OC1(CCC(CC1)C1N=C2C=C(C(=CC2=C1)NC(C1=NC(=CC=C1)C(F)(F)F)=O)OC)CNC N-(2-((1S,4S)-4-hydroxy-4-((methylamino)methyl)cyclohexyl)-6-methoxy-2H-indol-5-yl)-6-(Trifluoromethyl)picolinamide